N-[(5-chloro-1-{[2-(trimethylsilyl)ethoxy]methyl}-1H-benzimidazol-2-yl)methyl]-2-(morpholin-4-yl)-8-(trifluoromethyl)pyrazolo[1,5-a][1,3,5]triazin-4-amine ClC1=CC2=C(N(C(=N2)CNC2=NC(=NC=3N2N=CC3C(F)(F)F)N3CCOCC3)COCC[Si](C)(C)C)C=C1